(2s,4r)-4-hydroxy-2-((4-(4-methylthiazol-5-yl)benzyl)carbamoyl)pyrrolidine-1-carboxylic acid tert-butyl ester C(C)(C)(C)OC(=O)N1[C@@H](C[C@H](C1)O)C(NCC1=CC=C(C=C1)C1=C(N=CS1)C)=O